(7-bromo-2-chloro-6-fluoroquinazolin-4-yl)-2,3,4,5-tetrahydro-1H-benzo[b]azepine BrC1=C(C=C2C(=NC(=NC2=C1)Cl)N1C2=C(CCCC1)C=CC=C2)F